C(C)(C)(C)OC(=O)N1CCC(CC1)C1CCN(CC1)C=1C=NC(=CC1)N.C1(C#CCCCCC1)OCC 2-(cyclooct-2-yn-1-yloxy)ethan tert-butyl-4-[1-(6-amino-3-pyridyl)-4-piperidyl]piperidine-1-carboxylate